FC=1C=C(CC2=CC=C(N=N2)NC(=O)C2=NN(C(CC2)=O)C)C=CC1 N-(6-(3-fluorobenzyl)pyridazin-3-yl)-1-methyl-6-oxo-1,4,5,6-tetrahydropyridazine-3-carboxamide